CC(C#CC=1C=C(C=CC1)C1=CNC2=C1N=C(N=C2)N)=C 7-(3-(3-methylbut-3-en-1-yn-1-yl)phenyl)-5H-pyrrolo[3,2-d]pyrimidin-2-amine